tert-butyl 4-(2,2-dimethyl-3-((3-(trifluoromethyl) pyridin-2-yl) oxy) propanamido)-3,3-dimethylpiperidin-1-carboxylate CC(C(=O)NC1C(CN(CC1)C(=O)OC(C)(C)C)(C)C)(COC1=NC=CC=C1C(F)(F)F)C